3-[3-(4,6-diphenyl-pyrimidin-2-yl)phenyl]-9H-carbazole C1(=CC=CC=C1)C1=NC(=NC(=C1)C1=CC=CC=C1)C=1C=C(C=CC1)C=1C=CC=2NC3=CC=CC=C3C2C1